CN(CCN(CC=1NC2=C(N1)C=CC=C2)CC=2NC1=C(N2)C=CC=C1)CC=1NC2=C(N1)C=CC=C2 methyl-N,N'-tris(benzimidazol-2-ylmethyl)ethylenediamine